N-(3-(1-benzyl-1H-benzo[d]imidazol-6-yl)-1H-pyrazol-5-yl)-4-((1-methylpiperidin-4-yl)methoxy)benzamide C(C1=CC=CC=C1)N1C=NC2=C1C=C(C=C2)C2=NNC(=C2)NC(C2=CC=C(C=C2)OCC2CCN(CC2)C)=O